C(C)(C)(C)OC(=O)N1CCN(CC1)C1=CC=C(C=C1)NC1=NC2=C(C=CC=C2C=N1)C1=C(C=CC=C1)Cl 4-(4-((8-(2-chlorophenyl)quinazolin-2-yl)amino)phenyl)piperazine-1-carboxylic acid tert-butyl ester